[N+](=O)([O-])[O-].[Cu+2].[Pd](Cl)Cl.[N+](=O)([O-])[O-] palladium chloride copper nitrate